1,3-dimethyl-1H-imidazol-3-ium chloride [Cl-].CN1C=[N+](C=C1)C